N[C@H]1CC[C@H]2[C@@H]1N(C(N2)=O)C=2SC1=C(N2)C2=C(C=C1)OCC2 (3aS,6S,6aR)-6-amino-1-(7,8-dihydrofuro[3,2-e][1,3]benzothiazol-2-yl)hexahydrocyclopenta[d]imidazole-2(1H)-ON